4-((5-Chloropyridin-2-Yl)Methoxy)Aniline ClC=1C=CC(=NC1)COC1=CC=C(N)C=C1